(trimethylsilyl)arsenic 8-fluoro-3-(2-fluoro-3-((N-methylsulfamoyl)amino)benzyl)-2-oxo-3,4-dihydro-2H-benzo[e][1,3]oxazin-7-yl-dimethylcarbamate FC1=C(C=CC=2CN(C(OC21)=O)CC2=C(C(=CC=C2)NS(NC)(=O)=O)F)CN(C([O-])=O)C.C[Si](C)(C)[As+2].FC2=C(C=CC=1CN(C(OC12)=O)CC1=C(C(=CC=C1)NS(NC)(=O)=O)F)CN(C([O-])=O)C